C(C)N(CC)C1=CC=C2C(=C(C(OC2=C1)=O)C=O)Cl 7-(N,N-diethylamino)-4-chlorocoumarin-3-formaldehyde